3-phenyl-3-[([1,2,4]triazolo[1,5-a]pyrazin-5-ylamino)methyl]-1-(trifluoromethyl)-cyclobutanol C1(=CC=CC=C1)C1(CC(C1)(O)C(F)(F)F)CNC1=CN=CC=2N1N=CN2